C(C)C(CC)N1N=CC=2N=C(N=C(C21)NC(C)C2=CC=C(C=C2)OC(C)C)N2CCN(CC2)C(C)=O 1-(4-{1-(1-Ethyl-propyl)-7-[1-(4-isopropoxy-phenyl)-ethylamino]-1H-pyrazolo[4,3-d]pyrimidin-5-yl}-piperazin-1-yl)-ethanon